C(CC)OC(C)COC(C)COC(C)CO tripropylene glycol mono-normal-propyl ether